C(C)(C)(C)OC(=O)NC1=NC=CC(=N1)C1=C(N=C(S1)C1CCN(CC1)C(=O)C1CCN(CC1)C(=O)OC(C)(C)C)C1=C(C(=CC=C1)NS(=O)(=O)CCC)F tert-butyl 4-[4-(5-{2-[(tert-butoxycarbonyl)amino]pyrimidin-4-yl}-4-[2-fluoro-3-(propane-1-sulfonamido)phenyl]-1,3-thiazol-2-yl)piperidine-1-carbonyl]piperidine-1-carboxylate